2-(tert-Butyloxycarbonyl)-3a-hydroxyoctahydrocyclopenta[c]pyrrole-1-carboxylic acid C(C)(C)(C)OC(=O)N1C(C2C(C1)(CCC2)O)C(=O)O